4-(2-cyano-7-((5-methoxy-7-methyl-1H-indol-4-yl)methyl)-7-azaspiro[3.5]nonan-6-yl)-N-((S)-1-(oxetan-3-yl)ethyl)benzamide C(#N)C1CC2(C1)CC(N(CC2)CC2=C1C=CNC1=C(C=C2OC)C)C2=CC=C(C(=O)N[C@@H](C)C1COC1)C=C2